C[C@H]1OC[C@@H](OC1)CO ((2S,5R)-5-methyl-1,4-dioxan-2-yl)methanol